(R)-3-methyl-1-(5-(trifluoromethyl)pyridin-2-yl)piperazine 1-methyl-1-(4-biphenylyl)ethyl-carbamate CC(C)(C1=CC=C(C=C1)C1=CC=CC=C1)NC(O)=O.C[C@@H]1CN(CCN1)C1=NC=C(C=C1)C(F)(F)F